4-(4-oxo-piperidine-1-carbonyl)piperidine-1-carboxylic acid tert-butyl ester C(C)(C)(C)OC(=O)N1CCC(CC1)C(=O)N1CCC(CC1)=O